7-chloro-5-(2-fluorophenyl)-1,3-dihydro-1,4-benzodiazepine-2-Thione ClC=1C=CC2=C(C(=NCC(N2)=S)C2=C(C=CC=C2)F)C1